ClC1=CC=C(C(=N1)C(=O)NS(=O)(=O)C)N[C@H](C)C=1C=C(C=C2C(N(C(=NC12)N1CC=2N(N=CC2C1)C1=C(C=CC=C1)C)C)=O)C (R)-6-chloro-3-((1-(3,6-dimethyl-4-oxo-2-(1-(o-tolyl)-4,6-dihydropyrrolo[3,4-c]pyrazol-5(1H)-yl)-3,4-dihydroquinazolin-8-yl)ethyl)amino)-N-(methylsulfonyl)picolinamide